CC1=C(C=CC=C1C)N1CC2CNCC2C1 2-(2,3-dimethylphenyl)octahydropyrrolo[3,4-c]pyrrole